COC1=NC=C(C(=N1)OC)C=1C=C(C=2N(N1)C(=CN2)F)[C@@H]2[C@H](C2)C2=CC=C(C(=O)OC)C=C2 methyl 4-((1S,2S)-2-(6-(2,4-dimethoxypyrimidin-5-yl)-3-fluoroimidazo[1,2-b]pyridazin-8-yl)cyclopropyl)benzoate